(rac)-trans-7-isopropoxy-2-(1-methyl-2-oxabicyclo[2.1.1]hex-4-yl)-N-(1-(2-methylcyclopropyl)-2-oxo-1,2-dihydropyridin-3-yl)imidazo[1,2-a]pyrimidine-6-carboxamide C(C)(C)OC1=NC=2N(C=C1C(=O)NC=1C(N(C=CC1)[C@H]1[C@@H](C1)C)=O)C=C(N2)C21COC(C2)(C1)C |r|